COCC=C allyl monomethyl ether